8-(3,5-dimethyl-phenyl)-8-oxo-octanoic acid CC=1C=C(C=C(C1)C)C(CCCCCCC(=O)O)=O